[C@H]12CN(C[C@H](CC1)O2)C(CO)CO 2-((1R,5S)-8-oxa-3-azabicyclo[3.2.1]octan-3-yl)propane-1,3-diol